(2R)-2-[[(2S)-2-Amino-3-[4-[4-(4-azidobutoxy)-2-ethyl-phenyl]phenyl]propanoyl]amino]-N-[bis[4-[[3,4,5-tri(docosoxy)phenyl]methoxy]phenyl]methyl]-5-(3,5-dimethylphenyl)pentanamide N[C@H](C(=O)N[C@@H](C(=O)NC(C1=CC=C(C=C1)OCC1=CC(=C(C(=C1)OCCCCCCCCCCCCCCCCCCCCCC)OCCCCCCCCCCCCCCCCCCCCCC)OCCCCCCCCCCCCCCCCCCCCCC)C1=CC=C(C=C1)OCC1=CC(=C(C(=C1)OCCCCCCCCCCCCCCCCCCCCCC)OCCCCCCCCCCCCCCCCCCCCCC)OCCCCCCCCCCCCCCCCCCCCCC)CCCC1=CC(=CC(=C1)C)C)CC1=CC=C(C=C1)C1=C(C=C(C=C1)OCCCCN=[N+]=[N-])CC